dimethyl-Benzylamine CN(CC1=CC=CC=C1)C